C(CCCCCCCCCCC)[N+]1(CCSCC1)CCCCCCCCCCCC 4,4-di-dodecylthiomorpholinium